ethyl-ethyl-4-methyl-2-(5-(2-(3-methylazetidin-1-yl)ethyl)-2-oxo-4-(trifluoromethyl)pyridin-1(2H)-yl)pentanoic acid C(C)C(C(C(=O)O)(N1C(C=C(C(=C1)CCN1CC(C1)C)C(F)(F)F)=O)CC)C(C)C